manganese(II) sulfite S(=O)([O-])[O-].[Mn+2]